FC(COCC(F)(F)O)(O)F difluorohydroxyethyl ether